N[C@H]1C[C@H](CCC1)N1C=NC2=C1C(=CC=C2)C#N 1-((1S,3R)-3-aminocyclohexyl)-1H-benzo[d]imidazole-7-carbonitrile